benzyl (3S)-3-[(2RS)-2-hydroxy-1-(methanesulfonyl)propan-2-yl]piperidine-1-carboxylate O[C@](CS(=O)(=O)C)(C)[C@@H]1CN(CCC1)C(=O)OCC1=CC=CC=C1 |&1:1|